7-isopropoxy-2-(1-methyl-2-oxabicyclo[2.1.1]hexan-4-yl)-N-(1-methyl-2-oxo-3-pyridyl)imidazo[1,2-a]pyridine-6-carboxamide C(C)(C)OC1=CC=2N(C=C1C(=O)NC=1C(N(C=CC1)C)=O)C=C(N2)C21COC(C2)(C1)C